[1,1'-biphenyl]-2-yldi-tert-butylphosphane C1(=C(C=CC=C1)P(C(C)(C)C)C(C)(C)C)C1=CC=CC=C1